C(C1=CC=CC=C1)NC(=O)C1=CC=2C(=NC=CC2C=2C=NC=C(C2)C2=CC=C(C=C2)N2C(CCC2)=O)N1 N-benzyl-4-(5-(4-(2-oxopyrrolidin-1-yl)phenyl)pyridin-3-yl)-1H-pyrrolo[2,3-b]pyridine-2-carboxamide